CC1=C(C(=O)NC2(CC2)C2=C3C=CC=NC3=CC(=C2)C2=NC=C(C=N2)C)C=C(C=C1)N1CC2CCC(C1)N2C 2-Methyl-5-(8-methyl-3,8-diazabicyclo[3.2.1]octan-3-yl)-N-(1-(7-(5-methyl-pyrimidin-2-yl)quinolin-5-yl)cyclopropyl)benzamide